(R)-2-(3,6-dihydro-2H-pyran-4-yl)-8-(1-((4-fluoro-2-(methylsulfonyl)phenyl)amino)ethyl)-3,6-dimethylquinazolin-4(3H)-one O1CCC(=CC1)C1=NC2=C(C=C(C=C2C(N1C)=O)C)[C@@H](C)NC1=C(C=C(C=C1)F)S(=O)(=O)C